O=C1N(C(C2=CC=CC=C12)=O)C1=C(CBr)C=CC=C1 2-(1,3-dioxoisoindol-2-yl)benzyl bromide